N-(trimethylsilylmethyl)benzyl-amine C[Si](C)(C)CNCC1=CC=CC=C1